FC1=C(OC2=C3C(=NC=C2)NC=C3C=3C=CC(=NC3)C#N)C(=CC(=C1)NC=1OCC(C(N1)C)CO)F (+/-)-5-[4-(2,6-difluoro-4-{[5-(hydroxymethyl)-4-methyl-5,6-dihydro-4H-1,3-oxazin-2-yl]amino}phenoxy)-1H-pyrrolo[2,3-b]pyridin-3-yl]pyridine-2-carbonitrile